FC1=CC=C(C=C1)C1CC2OC2C1 Trans-3-(4-fluorophenyl)-6-oxabicyclo[3.1.0]hexane